((2R,3S,4R,5R)-5-(4-aminopyrrolo[2,1-f][1,2,4]triazin-7-yl)-5-cyano-3,4-dihydroxytetrahydrofuran-2-yl)methyl ((S)-2-(benzyloxy)-3-(octadecyloxy)propyl) hydrogen phosphate P(=O)(OC[C@H]1O[C@@]([C@@H]([C@@H]1O)O)(C#N)C1=CC=C2C(=NC=NN21)N)(OC[C@H](COCCCCCCCCCCCCCCCCCC)OCC2=CC=CC=C2)O